C(C=1C(O)=CC=CC1)(=O)O.OC1=CC=C(C=C1)C(C)(C)C1=CC=C(C=C1)O bisphenol A salicylate